O[C@H]1[C@@H](OB(OC1=O)[C@H](CC(C)C)NC([C@H]([C@@H](C)O)NC(C1=NC(=CC=C1)C1=CC=CC=C1)=O)=O)C(=O)OC methyl (4R,5S)-5-hydroxy-2-((R)-1-((2S,3R)-3-hydroxy-2-(6-phenylpicolinamido) butanamido)-3-methylbutyl)-6-oxo-1,3,2-dioxaborinane-4-carboxylate